5-[4-amino-5-(trifluoromethyl)pyrrolo[2,1-f][1,2,4]triazin-7-yl]-N-[(3R,4S)-4-fluoro-1-(2-methanesulfonylbenzoyl)pyrrolidin-3-yl]-2-methylbenzamide NC1=NC=NN2C1=C(C=C2C=2C=CC(=C(C(=O)N[C@@H]1CN(C[C@@H]1F)C(C1=C(C=CC=C1)S(=O)(=O)C)=O)C2)C)C(F)(F)F